5-(4-(3-amino-5-ethynylpyridin-4-yl)-2-chloro-5-fluorobenzamido)-3-chloro-N-(2-(methylsulfonyl)ethyl)picolinamide NC=1C=NC=C(C1C1=CC(=C(C(=O)NC=2C=C(C(=NC2)C(=O)NCCS(=O)(=O)C)Cl)C=C1F)Cl)C#C